2-(2-(1-(Cyclopropylsulfonyl)-1H-pyrazol-4-yl)pyrimidin-4-yl)-5-(1-(difluoromethyl)-1H-pyrazol-3-yl)-N4-((1s,4s)-4-(difluoromethyl)cyclohexyl)pyridine-2,4-diamine C1(CC1)S(=O)(=O)N1N=CC(=C1)C1=NC=CC(=N1)C1(NC=C(C(=C1)NC1CCC(CC1)C(F)F)C1=NN(C=C1)C(F)F)N